ClC1=CC=C2C(N(C=NC2=C1)[C@@H](C(=O)NC1=CC=C(C=C1)C1=NN(C=C1)C)CCO)=O (R)-2-(7-Chloro-4-oxoquinazolin-3(4H)-yl)-4-hydroxy-N-(4-(1-methyl-1H-pyrazol-3-yl)phenyl)butanamide